N-(4-anilinophenyl)-3-aminobutanamide N(C1=CC=CC=C1)C1=CC=C(C=C1)NC(CC(C)N)=O